C1(CC1)[C@H](N1C=NC2=C(C=C(C=C2C1=O)C=O)C=1C(=NN(C1)CC)C(F)(F)F)C1=NC=CC(=C1)OC (S)-3-(cyclopropyl(4-methoxypyridin-2-yl)methyl)-8-(1-ethyl-3-(trifluoromethyl)-1H-pyrazol-4-yl)-4-oxo-3,4-dihydroquinazoline-6-carbaldehyde